(4E)-5-[4-([[(2R,3S)-3-[(tert-butoxycarbonyl)amino]-5-carbamoylpentan-2-yl]oxy]methyl)phenyl]pent-4-enoic acid C(C)(C)(C)OC(=O)N[C@H]([C@@H](C)OCC1=CC=C(C=C1)/C=C/CCC(=O)O)CCC(N)=O